Cl.FC1=C(C=CC=C1)C1=CC(=CN1S(=O)(=O)C1=C(C=CC(=C1)C=1C=NN(C1)C)OC)CNC 1-(5-(2-fluorophenyl)-1-((2-methoxy-5-(1-methyl-1H-pyrazol-4-yl)phenyl)sulfonyl)-1H-pyrrol-3-yl)-N-methyl-methylamine hydrochloride